8-(6-((2-(3-azabicyclo[3.1.0]hexan-3-yl)ethoxy)methyl)pyridin-3-yl)-7-fluoro-1-isopropyl-3-methyl-1,3-dihydro-2H-imidazo[4,5-c]cinnolin-2-one C12CN(CC2C1)CCOCC1=CC=C(C=N1)C1=CC=2C3=C(N=NC2C=C1F)N(C(N3C(C)C)=O)C